ClC(CCOCCOCCNC(OC(C)(C)C)=O)=O tert-butyl (2-(2-(3-chloro-3-oxopropoxy) ethoxy) ethyl)-carbamate